ClC1=NC=CC(=C1C(=O)OCC)C(=O)OCC diethyl 2-chloropyridine-3,4-dicarboxylate